1-((2S,3S,4S,5R)-3,4,5-tris(benzyloxy)tetrahydro-2H-pyran-2-yl)propan-2-ol C(C1=CC=CC=C1)O[C@H]1[C@@H](OC[C@H]([C@@H]1OCC1=CC=CC=C1)OCC1=CC=CC=C1)CC(C)O